(2-(Benzo[d][1,3]dioxol-4-ylamino)-6-((2,3-dihydro-1H-inden-2-yl)carbamoyl)-pyridin-4-yl)carbamic acid tert-butyl ester C(C)(C)(C)OC(NC1=CC(=NC(=C1)C(NC1CC2=CC=CC=C2C1)=O)NC1=CC=CC=2OCOC21)=O